4-cyano-2-(((2-toluenesulfonylhydrazino)methyl)phenyl)piperazine-1-carboxylic acid tert-butyl ester C(C)(C)(C)OC(=O)N1C(CN(CC1)C#N)C1=C(C=CC=C1)CNNS(=O)(=O)CC1=CC=CC=C1